CC/C=C\\C/C=C\\C/C=C\\CCCCCCCC(=O)N[C@H](C(=O)[O-])O The molecule is an N-acyl-(2S)-hydroxyglycinate that is the conjugate base of N-(9Z,12Z,15Z)-octadeca-9,12,15-trienoyl-(2S)-hydroxyglycine, obtained by deprotonation of the carboxy group; major species at pH 7.3. It is a conjugate base of a N-(9Z,12Z,15Z)-octadeca-9,12,15-trienoyl-(2S)-hydroxyglycine.